4-bromo-2-(methoxy)thiazole BrC=1N=C(SC1)OC